C1(=CC=C(C=C1)C1=NC(=NC(=C1)C1=C(C=CC=C1)Cl)C1=CC=CC=C1)C1=CC=CC=C1 4-([1,1'-biphenyl]-4-yl)-6-(2-chlorophenyl)-2-phenylpyrimidine